indium gadoleate C(CCCCCCC\C=C/CCCCCCCCCC)(=O)[O-].[In+3].C(CCCCCCC\C=C/CCCCCCCCCC)(=O)[O-].C(CCCCCCC\C=C/CCCCCCCCCC)(=O)[O-]